tert-butoxycarbonyl-fluorenylmethoxycarbonyl-lysine C(C)(C)(C)OC(=O)N([C@@H](CCCCN)C(=O)O)C(=O)OCC1=CC=CC=2C3=CC=CC=C3CC12